COC1=C(OC=2N=NC(=CC2C(=O)NC2=CN=NC=C2)C(F)(F)F)C=CC(=C1)OC 3-(2,4-dimethoxyphenoxy)-N-(pyridazin-4-yl)-6-(trifluoromethyl)pyridazin-4-carboxamide